C1=NC=C(C2=CC=CC=C12)N1C(N(C[C@H]1C#N)C=1C=NC(=NC1)C(F)(F)F)=O (S)-3-(isoquinolin-4-yl)-2-oxo-1-(2-(trifluoromethyl)pyrimidin-5-yl)imidazoline-4-carbonitrile